COC([O-])=NS(=O)(=O)[N+](CC)(CC)CC 1-methoxy-N-triethylammoniosulfonylmethanimidate